piperidine-4-carboxylic acid methyl ester potassium salt [K].COC(=O)C1CCNCC1